(Z)-1,2-Di-methoxyprop-1-en CO\C=C(\C)/OC